C1NC=CC(=N1)N Deoxycytosine